6-[butyryl-(tert-butoxycarbonyl)amino]4-methylbenzoic acid C(CCC)(=O)N(C1=CC(=CC=C1C(=O)O)C)C(=O)OC(C)(C)C